2-(dibenzylamino)-4-methyl-1-pentanol C(C1=CC=CC=C1)N(C(CO)CC(C)C)CC1=CC=CC=C1